N1(N=CC=C1)CC1=C(C=C(C(=O)N[S@@](=O)(=N)C2=C(C=C(C=C2OC)OC)OC)C=C1)OC (S)-4-((1H-pyrazol-1-yl)methyl)-3-methoxy-N-(2,4,6-trimethoxyphenylsulfonimidoyl)benzamide